R-(+)-2,2'-dimethoxy-3,3'-diacetyl-1,1'-binaphthyl COC1=C(C2=CC=CC=C2C=C1C(C)=O)C1=C(C(=CC2=CC=CC=C12)C(C)=O)OC